acetamido-3-azabicyclo[3.2.1]octan C(C)(=O)NC12CNCC(CC1)C2